N1(N=CC=C1)C=1C=NC=CC1CN (3-(1H-pyrazol-1-yl)pyridin-4-yl)methanamine